7-methyl-N-[(1,3-thiazol-2-yl)methyl]thieno[3,2-c]pyridazin-4-amine CC1=CSC2=C1N=NC=C2NCC=2SC=CN2